FC1(C[C@H](NC1)CN1N=C2N(C(N(CC2=C1)C1CCN(CC1)C1=C(C=CC=C1C)F)=O)CC1=C(C=CC=C1)C(F)(F)F)F 2-((S)-4,4-Difluoro-pyrrolidin-2-ylmethyl)-5-[1-(2-fluoro-6-methyl-phenyl)-piperidin-4-yl]-7-(2-trifluoromethyl-benzyl)-2,4,5,7-tetrahydro-pyrazolo[3,4-d]pyrimidin-6-on